1-(4-azidophenyl)-5-(p-tolyl)-3-(trifluoromethyl)-1H-pyrazole-4-carbonitrile N(=[N+]=[N-])C1=CC=C(C=C1)N1N=C(C(=C1C1=CC=C(C=C1)C)C#N)C(F)(F)F